C(C)(=O)O.C(C)N1CN(C=C1)C=C 3-Ethyl-1-vinyl-1H-imidazole acetic acid salt